1-(3,3-diethoxyprop-1-en-1-yl)-5-isopropylcyclohex-1-ene C(C)OC(C=CC1=CCCC(C1)C(C)C)OCC